ethyl 5,5-dimethyl-2-oxofuran-3-carboxylate CC1(C=C(C(O1)=O)C(=O)OCC)C